N-(4-cyclobutyl-1,3-dimethyl-1H-pyrazol-5-yl)-2-(3,5-difluorophenyl)acetamide C1(CCC1)C=1C(=NN(C1NC(CC1=CC(=CC(=C1)F)F)=O)C)C